ClC1=C(C=CC(=C1)F)C1=C(C2=C(CCC1)C=C(C=C2)O)C2=CC=C(C=C2)O[C@@H]2CN(CC2)CCCF 6-(2-chloro-4-fluoro-phenyl)-5-[4-[(3S)-1-(3-fluoropropyl)pyrrolidin-3-yl]oxyphenyl]-8,9-dihydro-7H-benzo[7]annulen-2-ol